FC(CC)(OC1=CC=C(C2=C1N=C(O2)N2CC1N(C(C2)C1)C(=O)OC(C)(C)C)C=1SC=CN1)F tert-Butyl 3-(4-(1,1-difluoropropoxy)-7-(thiazol-2-yl)benzo[d]oxazol-2-yl)-3,6-diazabicyclo[3.1.1]heptane-6-carboxylate